N12C[C@H](C(CC1)CC2)OC(N[C@@H]2C(CCC1=CC(=CC=C21)C2=CC(=CC=C2)OCC(C)C)(C)C)=O (S)-quinuclidin-3-yl((R)-6-(3-isobutoxyphenyl)-2,2-dimethyl-1,2,3,4-tetrahydronaphthalen-1-yl)carbamate